5-(4-chloro-2-fluorophenyl)-2-methyl-7-((2S)-2-phenyl-4-morpholinyl)-3-propylpyrido[4,3-d]pyrimidin-4(3H)-one ClC1=CC(=C(C=C1)C1=NC(=CC=2N=C(N(C(C21)=O)CCC)C)N2C[C@@H](OCC2)C2=CC=CC=C2)F